Tert-butyl(7-((4-methoxyphenyl) amino)-7-oxoheptyl)carbamate C(C)(C)(C)OC(NCCCCCCC(=O)NC1=CC=C(C=C1)OC)=O